6-chloro-2-((1-methylpyrrolidin-3-yl)thio)-1,4-dihydroquinazoline dihydrochloride Cl.Cl.ClC=1C=C2CN=C(NC2=CC1)SC1CN(CC1)C